N-((R)-1-cyano-2-(5-(3-methyl-2-oxo-2,3-dihydrobenzo[d]oxazol-5-yl)pyridin-2-yl)ethyl)-1,4-oxazepane-2-carboxamide C(#N)[C@@H](CC1=NC=C(C=C1)C=1C=CC2=C(N(C(O2)=O)C)C1)NC(=O)C1OCCCNC1